3,5-diiodobenzaldehyde dimethyl acetal COC(C1=CC(=CC(=C1)I)I)OC